O=C1NC(CCC1N1C(C2=CC=C(C=C2C1)NC(=O)C=1C=C2C(=NC1)N(C=C2)C2CCNCC2)=O)=O N-[2-(2,6-dioxopiperidin-3-yl)-1-oxo-3H-isoindol-5-yl]-1-(piperidin-4-yl)pyrrolo[2,3-b]pyridine-5-carboxamide